2-azabicyclo[2.2.2]oct-5-ene C12NCC(C=C1)CC2